2-((1R,3s,5S)-9-azabicyclo[3.3.1]nonan-3-yl(methyl)amino)-6-((5-methyl-1H-pyrazol-3-yl)amino)pyrimidine-4-carboxamide [C@H]12CC(C[C@H](CCC1)N2)N(C2=NC(=CC(=N2)C(=O)N)NC2=NNC(=C2)C)C